Cl.BrC1=NC2=CC(=C(C=C2C(=C1)NC1=CC(=CC=C1)C#C)OCCOC)OCCOC bromo-N-(3-ethynylphenyl)-6,7-bis(2-methoxyethoxy)-4-quinolinamine hydrochloride